(S)-2-((5-(3-((7-((4-acrylamidopiperidin-1-yl)sulfonyl)-2,7-diazaspiro[3.5]Nonan-2-yl)methyl)pyrrolidin-1-yl)-1,2,4-triazin-6-yl)oxy)-5-fluoro-N,N-diisopropylbenzamide C(C=C)(=O)NC1CCN(CC1)S(=O)(=O)N1CCC2(CN(C2)C[C@H]2CN(CC2)C=2N=CN=NC2OC2=C(C(=O)N(C(C)C)C(C)C)C=C(C=C2)F)CC1